ethyl 5-((((2R,3S)-5-cyclopentyl-3-(3,3-difluorobutyl)-2-fluoro-1,1-dioxido-7-(trifluoromethyl)-2,3,4,5-tetrahydrobenzo[b][1,4]thiazepin-8-yl)oxy)methyl)thiazole-4-carboxylate C1(CCCC1)N1C2=C(S([C@H]([C@H](C1)CCC(C)(F)F)F)(=O)=O)C=C(C(=C2)C(F)(F)F)OCC2=C(N=CS2)C(=O)OCC